4-[(6-chloro-3-pyridylmethyl)(2,2-difluoroethyl)amino]-furan-2(5H)-one ClC1=CC=C(C=N1)CN(C1=CC(OC1)=O)CC(F)F